3-(chloromethyl)-1H-1,2,4-triazole hydrochloride Cl.ClCC1=NNC=N1